(R)-2-(2-Fluoro-5-isopropyl-8-oxothieno[2',3':4,5]pyrrolo[1,2-d][1,2,4]triazin-7(8H)-yl)-N-(2-hydroxypropyl)acetamide FC1=CC2=C(C=C3N2C(=NN(C3=O)CC(=O)NC[C@@H](C)O)C(C)C)S1